C(C1=CC=CC=C1)(=O)C1=CC=C(CNC(CC)=O)C=C1 N-(4-benzoylbenzyl)propionamide